C1(CC1)CCC=1C=C2CCN3C(C2=CC1)=CC(=NC3=O)OC[C@H]3OCCOC3 9-(2-Cyclopropyl-ethyl)-2-((S)-1-[1,4]dioxan-2-ylmethoxy)-6,7-dihydro-pyrimido[6,1-a]isoquinolin-4-one